C(C)(=O)C=1C(=C(C(N(C1)C1=C(C=C(C=C1)F)C)=O)C(=O)NC1=CC(=C(C=C1)OC1=CC=NC2=CC(=C(N=C12)OC)OC)F)C 5-acetyl-N-[4-[(6,7-dimethoxy-1,5-naphthyridin-4-yl)oxy]-3-fluorophenyl]-1-(4-fluoro-2-methylphenyl)-4-methyl-2-oxopyridine-3-carboxamide